C(C)(C)(C)OC(=O)N1CCC=C(C1)C1=C(C=CC(=C1)N)C(=O)OC 5-(5-amino-2-methoxycarbonyl-phenyl)-3,6-dihydro-2H-pyridine-1-carboxylic acid tert-butyl ester